ClC1=CC(=C(N=N1)C(=O)NC([2H])([2H])[2H])NC1=C(C=C2C(=N1)N(C=C2)C)S(=O)(=O)C 6-chloro-N-(methyl-d3)-4-((1-methyl-5-(methylsulfonyl)-1H-pyrrolo[2,3-b]pyridin-6-yl)amino)pyridazine-3-carboxamide